NC1=CC=C(N=N1)C#CCN(C(CC1=C(C=C(C=C1)C(F)(F)F)C(F)(F)F)=O)C1=CC=C(C=C1)F N-(3-(6-aminopyridazin-3-yl)prop-2-yn-1-yl)-2-(2,4-bis(trifluoromethyl)phenyl)-N-(4-fluorophenyl)acetamide